6-(cyclopropylcarbonyl)-N-(methyl-d3)pyridazine-3-carboxamide mesylate S(C)(=O)(=O)O.C1(CC1)C(=O)C1=CC=C(N=N1)C(=O)NC([2H])([2H])[2H]